diethylsilylbis(fluorenyl)titanium dichloride [Cl-].[Cl-].C(C)[SiH](CC)[Ti+2](C1=CC=CC=2C3=CC=CC=C3CC12)C1=CC=CC=2C3=CC=CC=C3CC12